C(C)(C)(C)OC(=O)N1CC(CC1)N 3-aminopyrrolidine-1-carboxylic acid (S)-tert-butyl ester